2-(cyclopropylmethyl)-6-fluoro-7-methylbenzo[d]isothiazole C1(CC1)CN1SC2=C(C1)C=CC(=C2C)F